CCCCC/C=C\C/C=C\CCCCCCCC(=O)NCC1=CC=CC=C1 N-benzyl-(9Z,12Z)-octadecadienamide